ClC1=CC=C2C(=CC=NC2=C1)NC(CCCN(CC)CC)(C)C(=O)O 7-chloro-4-(1-carboxy-4-diethylamino-1-methylbutylamino)quinoline